3-(4-(benzyloxy)benzyl)azetidine C(C1=CC=CC=C1)OC1=CC=C(CC2CNC2)C=C1